6-methyl-4-(trifluoromethyl)-N-(1-((2-(trimethylsilyl)ethoxy)methyl)-1H-imidazol-2-yl)pyridin-2-amine CC1=CC(=CC(=N1)NC=1N(C=CN1)COCC[Si](C)(C)C)C(F)(F)F